2-(4,4-Difluoro-1-(nitromethyl)cyclohexyl)ethyl acetate C(C)(=O)OCCC1(CCC(CC1)(F)F)C[N+](=O)[O-]